ClC1=CC=C(C=C1)C1C(=C(OC(=C1)C1=CC(=C(C(=C1)OC)OC)OC)C=O)C1=CC=CC=C1 4-(4-chlorophenyl)-3-phenyl-6-(3,4,5-trimethoxyphenyl)-4H-pyran-2-carbaldehyde